C(C)(C)(C)OC(=O)NC1=CC=C(C=C1)C=1SC=C(N1)C(=O)O 2-(4-((tert-Butoxycarbonyl)amino)phenyl)thiazole-4-carboxylic acid